N-{2-[4-(dimethylamino)piperidin-1-yl]-6-(pyrrolidin-1-yl)pyrimidin-4-yl}-1-(propan-2-yl)-1H-pyrazolo[4,3-c]pyridin-6-amine CN(C1CCN(CC1)C1=NC(=CC(=N1)NC1=CC2=C(C=N1)C=NN2C(C)C)N2CCCC2)C